1H-pyrrolo[3,2-b]pyridin-2(3H)-one N1C(CC2=NC=CC=C21)=O